(S)-N-(1-(cyclobutylamino)-5-(3,3-difluoropiperidin-1-yl)-1-oxopent-3-yl)-1-cyclopentyl-5-(3-(trifluoromethyl)pyridin-2-yl)-1H-pyrazole-3-carboxamide C1(CCC1)NC(C[C@H](CCN1CC(CCC1)(F)F)NC(=O)C1=NN(C(=C1)C1=NC=CC=C1C(F)(F)F)C1CCCC1)=O